1-pentyl-3-ethylpiperidinium chloride [Cl-].C(CCCC)[NH+]1CC(CCC1)CC